C(O[C@@H](C)C1CC1)(OC1=CC=C(C=C1)[N+](=O)[O-])=O (S)-1-Cyclopropylethyl (4-nitrophenyl) carbonate